perfluoro-tert-butanesulfonic acid potassium salt [K+].FC(C(C(F)(F)F)(C(F)(F)F)S(=O)(=O)[O-])(F)F